NC=1C2=C(N=CN1)N(C(=C2C(=O)NC2=CC=C(C=C2)COC)C=2C=NN(C2)C)C2(CC2)C 4-amino-N-(4-(methoxymethyl)phenyl)-6-(1-methyl-1H-pyrazol-4-yl)-7-(1-methylcyclopropyl)-7H-pyrrolo[2,3-d]pyrimidine-5-carboxamide